NCCOCCOCCOCCOCCC(=O)O 15-amino-4,7,10,13-tetraoxa-pentadecanoic acid